COC1=CC(=NN1)C 5-Methoxy-3-Methyl-1H-Pyrazole